N-ethyl-4-[[2-(4-methylphenyl)imidazo[1,2-a]pyrazin-3-yl]amino]benzamide C(C)NC(C1=CC=C(C=C1)NC1=C(N=C2N1C=CN=C2)C2=CC=C(C=C2)C)=O